6-(4-(1H-1,2,4-triazol-5-yl)phenyl)-3-(cyclohexylmethyl)-3,4-dihydropyrazino[2,3-b]pyrazin-2(1H)-one N1N=CN=C1C1=CC=C(C=C1)C=1N=C2C(=NC1)NC(C(N2)CC2CCCCC2)=O